5-((1-(L-valyl)azetidin-3-yl)amino)-N-((R)-1-(3-(5-((cyclopentylamino)methyl)thiophen-2-yl)phenyl)ethyl)-2-methylbenzamide N[C@@H](C(C)C)C(=O)N1CC(C1)NC=1C=CC(=C(C(=O)N[C@H](C)C2=CC(=CC=C2)C=2SC(=CC2)CNC2CCCC2)C1)C